(±)-trans-3-(1,1-dimethylheptyl)-7,8,10,10a-tetrahydro-1-hydroxy-6,6-dimethyl-6H-dibenzo-[b,d]pyran CC(CCCCCC)(C)C=1C=C(C2=C(OC([C@H]3[C@H]2CCCC3)(C)C)C1)O |r|